1-[5-methyl-2-(tetrahydro-pyran-4-ylamino)-pyrimidin-4-yl]-1H-imidazole-4-carboxylic acid [(S)-1-(3-chloro-phenyl)-2-(cyclopropylmethyl-amino)-ethyl]-amide ClC=1C=C(C=CC1)[C@@H](CNCC1CC1)NC(=O)C=1N=CN(C1)C1=NC(=NC=C1C)NC1CCOCC1